6-chloro-N-[4,6-dimethoxy-5-(1,1,2,2-tetradeuterio-2-fluoro-ethoxy)pyrimidin-2-yl]-7-(triazol-2-yl)-1H-indole-3-sulfonamide ClC1=CC=C2C(=CNC2=C1N1N=CC=N1)S(=O)(=O)NC1=NC(=C(C(=N1)OC)OC(C(F)([2H])[2H])([2H])[2H])OC